BrC=1C=C2C(=NN(C(C2=CC1)=O)CC(=O)NC1=NC=CC=N1)C(C)F 2-[6-bromo-4-(1-fluoroethyl)-1-oxo-phthalazin-2-yl]-N-pyrimidin-2-yl-acetamide